F[C@H]1C[C@H](N2N=C(C=C21)C(=O)N(C)OC)C2=CC=CC=C2 |r| rac-(4s,6s)-4-fluoro-N-methoxy-N-methyl-6-phenyl-5,6-dihydro-4H-pyrrolo[1,2-b]pyrazole-2-carboxamide